tert-butyl 3-{[2-(2,6-dioxopiperidin-3-yl)-1,3-dioxo-2,3-dihydro-1H-isoindol-5-yl]methyl}-3,8-diazabicyclo[3.2.1]octane-8-carboxylate O=C1NC(CCC1N1C(C2=CC=C(C=C2C1=O)CN1CC2CCC(C1)N2C(=O)OC(C)(C)C)=O)=O